C1(CCCCC1)[C@H](C)OC1=C(C(=O)NC=2C(=NN(C2)C)C)C=C(C(=C1)N1N=C2N(CCCC2)C1=O)F 2-[(1S)-1-cyclohexylethoxy]-N-(1,3-dimethyl-1H-pyrazol-4-yl)-5-fluoro-4-(3-oxo-5,6,7,8-tetrahydro[1,2,4]triazolo[4,3-a]pyridin-2(3H)-yl)benzamide